((4,4-dimethylpiperidin-1-yl)methyl)-2-phenylpyridine CC1(CCN(CC1)CC=1C(=NC=CC1)C1=CC=CC=C1)C